C1(CC12COCC2)C(=O)O 5-OXASPIRO[2.4]HEPTANE-1-CARBOXYLIC ACID